ClCC1=CC=C(COC(CC)=O)C=C1 propionic acid p-chloromethylbenzyl ester